(R)-2-(7-fluoro-4-((1-methylpiperidin-3-yl)amino)phthalazin-1-yl)-5-(trifluoromethyl)phenol FC1=CC=C2C(=NN=C(C2=C1)C1=C(C=C(C=C1)C(F)(F)F)O)N[C@H]1CN(CCC1)C